ClC1=CC=C(C=C1)C1(CC1)C(=O)NC1CN(CCC1)C(=O)OC(C)(C)C tert-butyl 3-[1-(4-chlorophenyl)cyclopropaneamido]piperidine-1-carboxylate